C(=O)(C=1C(OC2=CC(=CC=C2C1)N(CC)CC)=O)C=1C(OC2=CC(=CC=C2C1)N(CC)CC)=O 3,3'-carbonyl-bis(7-diethylaminocoumarin)